CN(C1CCC(CC1)N1C(NC2=C1C=C(C(=C2)C=2C=C(C=1N(C2)N=CN1)C)C)=O)C 1-((1S,4S)-4-(Dimethylamino)cyclohexyl)-6-methyl-5-(8-methyl-[1,2,4]triazolo[1,5-a]pyridin-6-yl)-1,3-dihydro-2H-benzo[d]imidazol-2-on